2-((benzo[b]thiophen-7-ylthio)methyl)-3-fluorobenzoic acid S1C2=C(C=C1)C=CC=C2SCC2=C(C(=O)O)C=CC=C2F